1-(5-bromo-3-ethylsulfonyl-2-pyridyl)ethanone BrC=1C=C(C(=NC1)C(C)=O)S(=O)(=O)CC